(2-(4,4-difluoropiperidin-1-yl)-6,7-dihydro-5H-cyclopenta[d]pyrimidin-4-yl)-4-((2-hydroxyethyl)sulfanyl)-2-(6-azaspiro[2.5]oct-6-yl)benzamide FC1(CCN(CC1)C=1N=C(C2=C(N1)CCC2)C=2C(=C(C(=O)N)C=CC2SCCO)N2CCC1(CC1)CC2)F